FC1(CC(C1)C1=NC=CC(=C1)[C@H](C(F)F)OC1=NN(C2=NN=C(C=C21)C=2C(NC(NC2)=O)=O)C)F 5-[3-[(1R)-1-[2-(3,3-difluorocyclobutyl)-4-pyridyl]-2,2-difluoro-ethoxy]-1-methyl-pyrazolo[3,4-c]pyridazin-5-yl]-1H-pyrimidine-2,4-dione